BrC1=NN2C(N=C(C=C2C)Cl)=N1 2-bromo-5-chloro-7-methyl-[1,2,4]triazolo[1,5-a]pyrimidine